n-tetracosyl propanoate C(CC)(=O)OCCCCCCCCCCCCCCCCCCCCCCCC